3,4-dihydroxybenzylsuccinamide OC=1C=C(CC(C(=O)N)CC(=O)N)C=CC1O